Eicosamonoenoic acid C(C=CCCCCCCCCCCCCCCCCC)(=O)O